Ethylenedistearamide CCCCCCCCCCCCCCCCCC(=O)NCCNC(=O)CCCCCCCCCCCCCCCCC